methyl 2-[[4-[3-[(4-cyano-2-fluoro-phenyl)methoxy]-4-nitro-phenyl]-2-fluoro-phenyl]methyl]-3-(2-methoxyethyl)benzimidazole-5-carboxylate C(#N)C1=CC(=C(C=C1)COC=1C=C(C=CC1[N+](=O)[O-])C1=CC(=C(C=C1)CC=1N(C2=C(N1)C=CC(=C2)C(=O)OC)CCOC)F)F